3-vinyl-6,7-dihydro-5H-pyrazolo[5,1-b][1,3]oxazine C(=C)C=1C=NN2C1OCCC2